4-Amino-N-(2-(4,4-difluoropiperidin-1-yl)pyridine-4-yl)-2-(4,4-dimethyl-1,4-azasilinan-1-yl)benzamide NC1=CC(=C(C(=O)NC2=CC(=NC=C2)N2CCC(CC2)(F)F)C=C1)N1CC[Si](CC1)(C)C